trans-N-(3-(5-fluoropyridin-3-yl)-4-methylphenyl)-3-formyl-6-azabicyclo[3.1.1]heptane-6-carboxamide FC=1C=C(C=NC1)C=1C=C(C=CC1C)NC(=O)N1C2CC(CC1C2)C=O